2-deoxy-2,2-difluorofucopyranose FC1(C(O)O[C@H]([C@H]([C@H]1O)O)C)F